3,4-diamino-1-butanol NC(CCO)CN